(E)-2-(3,7-dimethyl-octa-2,6-dien-1-yl)-1,3-dimethoxy-4-methyl-5-pentylbenzene C\C(=C/CC1=C(C=C(C(=C1OC)C)CCCCC)OC)\CCC=C(C)C